7-Hydroxy-N-octadecylcoumarin-3-carboxamide OC1=CC=C2C=C(C(OC2=C1)=O)C(=O)NCCCCCCCCCCCCCCCCCC